ClC1=NC2=CC(=CC=C2C(=C1[N+](=O)[O-])NC)Cl 2,7-dichloro-N-methyl-3-nitroquinolin-4-amine